OC[C@H]1OC[C@](CN(C1)C(=O)OC(C)(C)C)(C)OC |o1:5| tert-butyl (2S,6R*)-2-(hydroxymethyl)-6-methoxy-6-methyl-1,4-oxazepane-4-carboxylate